N-[4-(9-phenyl-9H-Carbazol-3-yl)phenyl]-N-(1,1':4',1''-terphenyl-4-yl)-9,9-dimethyl-9H-fluoren-4-amine C1(=CC=CC=C1)N1C2=CC=CC=C2C=2C=C(C=CC12)C1=CC=C(C=C1)N(C1=CC=CC=2C(C3=CC=CC=C3C12)(C)C)C1=CC=C(C=C1)C1=CC=C(C=C1)C1=CC=CC=C1